1-(2-chloro-4-((2,6-dioxopiperidin-3-yl)amino)phenyl)-4-hydroxypiperidin ClC1=C(C=CC(=C1)NC1C(NC(CC1)=O)=O)N1CCC(CC1)O